(1R,3R,5R)-3-(2-iodoethyl)spiro[bicyclo[3.2.0]heptane-6,2'-[1,3]dioxolane] ICC[C@@H]1C[C@@H]2CC3(OCCO3)[C@@H]2C1